FC1=C(C(=C(C(=C1F)CN)F)F)CN 2,3,5,6-tetrafluorop-xylylenediamine